ClC1=CC=C2C(=N1)N=C(O2)N2CCN(CC2)C(=O)C2=CC=C(C=C2)N2CC(C2)OC(C(F)(F)F)C [4-(5-chlorooxazolo[4,5-b]pyridin-2-yl)piperazin-1-yl]-[4-[3-(2,2,2-trifluoro-1-methyl-ethoxy)azetidin-1-yl]phenyl]methanone